tert-butyl N-(3-bromo-5-chloro-1-methyl-6-oxo-2-pyridyl)-N-[3-[tert-butoxycarbonyl(methyl)amino]propyl]carbamate BrC1=C(N(C(C(=C1)Cl)=O)C)N(C(OC(C)(C)C)=O)CCCN(C)C(=O)OC(C)(C)C